tert-Butyl ((1-((9-((5-ethyl-2-methoxyphenyl)sulfonamido)-3,4-dihydro-2H-chromeno[8,7-d]isoxazol-5-yl)methyl)-1H-pyrazol-4-yl)methyl)carbamate C(C)C=1C=CC(=C(C1)S(=O)(=O)NC1=NOC=2C1=C1OCCCC1=C(C2)CN2N=CC(=C2)CNC(OC(C)(C)C)=O)OC